CO[Si](C1=CC=C(C=C1)C(=C)C1=CC=CC=C1)(OC)OC 1-[4-(trimethoxysilyl)phenyl]-1-phenylethene